COCCOCCOCCOC1=CC=C(C[C@H]2N(CCN(CCN(CCN(C2)CC(=O)O)CC(=O)O)CC(=O)O)CC(=O)O)C=C1 2,2',2'',2'''-[(2R)-2-(4-{2-[2-(2-methoxyethoxy)ethoxy]ethoxy}benzyl)-1,4,7,10-tetrazacyclododecane-1,4,7,10-tetrayl]tetraacetic acid